OCCOCCOCCOCCOCC(=O)OC(CCCCCCCCCCCC)C(COCCCCCCCC\C=C/CCCCCCCC)OCCCCCCCC\C=C/CCCCCCCC 1-[1,2-bis[(Z)-octadec-9-enoxy]ethyl]tridecyl 2-[2-[2-[2-(2-hydroxyethoxy)ethoxy]ethoxy]ethoxy]acetate